C(C=C)(=O)O.C(C=C)(=O)O.C(C=C)(=O)O.CCCC methyl-propane triacrylate